(2S,5R)-5-(2-chlorophenyl)-1-(5'-cyano-2'-fluoro-[1,1'-biphenyl]-4-carbonyl)pyrrolidine-2-carboxylic acid ClC1=C(C=CC=C1)[C@H]1CC[C@H](N1C(=O)C1=CC=C(C=C1)C1=C(C=CC(=C1)C#N)F)C(=O)O